ClC1=C(C=C(C=C1C1=C(C(=CC=C1C#N)OCCOC)F)C(CNC1CCC(CC1)NC(OC(C)(C)C)=O)C1=CC=CC=C1)F tert-Butyl ((1r,4r)-4-((2-(6-chloro-6'-cyano-2',5-difluoro-3'-(2-methoxyethoxy)-[1,1'-biphenyl]-3-yl)-2-phenylethyl)amino)cyclohexyl)carbamate